C(C)N(CCOCC(=O)NCCCCCC)CC 2-[2-(diethylamino)ethoxy]-N-hexyl-acetamide